(E)-2-(acetoxyimino)-1-(4-methoxyphenyl)propan-1-one C(C)(=O)O\N=C(\C(=O)C1=CC=C(C=C1)OC)/C